[1,1'-Biphenyl]-4-yl(2-(tert-butyl)-1H-benzo[d]imidazol-1-yl)methanone C1(=CC=C(C=C1)C(=O)N1C(=NC2=C1C=CC=C2)C(C)(C)C)C2=CC=CC=C2